OC=1C=NC(=NC1)N1CC(N(CC1)C)=O 4-(5-hydroxypyrimidin-2-yl)-1-methylpiperazin-2-one